2-{3-[(2R,6S)-2,6-dimethylmorpholine-4-carbonyl]-5,6-dihydrocyclopenta[c]pyrazol-1(4H)-yl}-1-[4-(4-methylphenyl)piperazin-1-yl]ethan-1-one C[C@@H]1CN(C[C@@H](O1)C)C(=O)C=1C2=C(N(N1)CC(=O)N1CCN(CC1)C1=CC=C(C=C1)C)CCC2